IC=1C=C(C=CC1)NC(OC(C)(C)C)=O tertbutyl (3-iodophenyl)carbamate